cholest-7-en-3beta,5alpha,6alpha,9alpha-tetrol CC(C)CCC[C@@H](C)[C@H]1CC[C@H]2C3=C[C@@H]([C@]4(C[C@H](CC[C@]4(C)[C@]3(CC[C@]12C)O)O)O)O